2-phenylcyclopropane-1-carboxylic acid C1(=CC=CC=C1)C1C(C1)C(=O)O